methyl 3-fluoro-4-nitro-5-[[(2S)-oxetan-2-ylmethyl]amino]benzoate FC=1C=C(C(=O)OC)C=C(C1[N+](=O)[O-])NC[C@H]1OCC1